C(C)(=O)N1CCN(CC1)C=1C=C(C=CC1)C=1C(=NC=2N(C1C=1C=NNC1)N=C(C2C(C)(C)C)C(=O)N)N2CC1=CC=C(C=C1C2)Cl (3-(4-Acetylpiperazin-1-yl)phenyl)-3-(tert-butyl)-5-(5-chloroisoindolin-2-yl)-7-(1H-pyrazol-4-yl)pyrazolo[1,5-a]pyrimidine-2-carboxamide